N-[2-[1-[2-[4-[4-[(2,6-dioxo-3-piperidyl)amino]phenyl]-1-piperidyl]-2-oxo-ethyl]-4-piperidyl]-7-isopropoxy-imidazo[1,2-a]pyridin-6-yl]pyrimidine-4-carboxamide TFA salt OC(=O)C(F)(F)F.O=C1NC(CCC1NC1=CC=C(C=C1)C1CCN(CC1)C(CN1CCC(CC1)C=1N=C2N(C=C(C(=C2)OC(C)C)NC(=O)C2=NC=NC=C2)C1)=O)=O